tert-butyl (3-amino-4-methylphenyl)carbamate NC=1C=C(C=CC1C)NC(OC(C)(C)C)=O